dysprosium fluorine 7-azaspiro[3.5]nonan-2-ol C1C(CC12CCNCC2)O.[F].[Dy]